tert-butyl 4-(7-bromo-2-chloro-6-fluoroquinazolin-4-yl)-4,7-diazaspiro[2.5]octane-7-carboxylate BrC1=C(C=C2C(=NC(=NC2=C1)Cl)N1C2(CC2)CN(CC1)C(=O)OC(C)(C)C)F